1-(1-cyanocyclobutyl)-5-tetrahydropyran-4-yl-indole-2-carboxylic acid ethyl ester C(C)OC(=O)C=1N(C2=CC=C(C=C2C1)C1CCOCC1)C1(CCC1)C#N